NC1=CC=NC(N1C\C=C(\CCC[C@@H](CCC[C@@H](CCCC(C)C)C)C)/C)=O 6-amino-1-((7r,11r,e)-3,7,11,15-tetramethyl-2-hexadecenyl)pyrimidin-2(1H)-one